C(C(O)C(O)C(=O)O)(=O)O.CC1=C(C(=NO1)C=1C=NC(=CC1)C(F)(F)F)COC1=CC2=C(N=N1)CN(CC2)CC2CS(CC2)(=O)=O 3-{[3-({5-methyl-3-[6-(trifluoromethyl)pyridin-3-yl]-1,2-oxazol-4-yl}methoxy)-5H,6H,7H,8H-pyrido[3,4-c]pyridazin-7-yl]methyl}-1lambda6-thiolane-1,1-dione tartarate salt